2-pentyl-4-tributylstannylthiophene C(CCCC)C=1SC=C(C1)[Sn](CCCC)(CCCC)CCCC